5-(2-cyclohexyl-2-hydroxyethyl)-5H-imidazo[5,1-A]isoindole C1(CCCCC1)C(CC1N2C(C3=CC=CC=C13)=CN=C2)O